C(C)C1(C(NCC1)=O)C#N 3-ethyl-2-oxopyrrolidine-3-carbonitrile